FC1(CCN(CCC1)C1=C(C(=O)O)C=CC(=N1)C)F 2-(4,4-difluoroazepan-1-yl)-6-methylnicotinic acid